(R)-4-((tert-butoxycarbonyl)amino)-6,6,6-trifluorohexyl 4-methylbenzenesulfonate CC1=CC=C(C=C1)S(=O)(=O)OCCC[C@H](CC(F)(F)F)NC(=O)OC(C)(C)C